1,3-dimethyl-uracil methyl-2-(5-(2-((1R,2S)-2-(((2-amino-5-bromophenyl)amino)methyl)cyclopropyl)ethoxy)-1-methyl-1H-pyrazol-4-yl)-6-methylisonicotinate CC1=C(C(=O)O)C=C(N=C1C=1C=NN(C1OCC[C@@H]1[C@H](C1)CNC1=C(C=CC(=C1)Br)N)C)C.CN1C(=O)N(C(=O)C=C1)C